6-chloro-4-hydroxy-1-(methyl-d3)pyrido[3,2-d]pyrimidin-2(1H)-one ClC=1C=CC=2N(C(N=C(C2N1)O)=O)C([2H])([2H])[2H]